C[C@@H]1CN(C[C@@H](N1CC1CCNCC1)C)C1=C(C=C(NC2C(NC(CC2)=O)=O)C=C1F)F 3-[4-[(3R,5S)-3,5-dimethyl-4-(4-piperidylmethyl)piperazin-1-yl]-3,5-difluoro-anilino]piperidine-2,6-dione